[Fe].[Ta].[Nb] niobium-tantalum iron